(2S,6R)-N-((S)-1-cyano-2-(2-fluoro-4-(3-methyl-2-oxo-2,3-dihydrobenzo[d]oxazol-5-yl)phenyl)ethyl)-6-hydroxy-6-methyl-1,4-oxazepane-2-carboxamide C(#N)[C@H](CC1=C(C=C(C=C1)C=1C=CC2=C(N(C(O2)=O)C)C1)F)NC(=O)[C@H]1OC[C@](CNC1)(C)O